pentanethioate C(CCCC)([O-])=S